N-(3-Chloro-4-(difluoromethoxy)-2-fluorophenyl)-6-(4,7-diazaspiro[2.5]octan-7-yl)pyrido[3,2-d]pyrimidin-4-amine ClC=1C(=C(C=CC1OC(F)F)NC=1C2=C(N=CN1)C=CC(=N2)N2CCNC1(CC1)C2)F